3-(1-thioxo-5-((4-(4-(trifluoromethyl)phenyl)piperazin-1-yl)methyl)isoindolin-2-yl)piperidine-2,6-dione S=C1N(CC2=CC(=CC=C12)CN1CCN(CC1)C1=CC=C(C=C1)C(F)(F)F)C1C(NC(CC1)=O)=O